NCC1CCC(CC1)N[C@H](CCCCN1CCCCC1)C(=O)N1[C@@H](CN(CC1)C=1O[C@H]([C@@H](N1)C)C1=CC=CC=C1)C(=O)NCC1=CC(=CC=C1)Cl (2S)-1-{N-[4-(aminomethyl)cyclohexyl]-6-piperidin-1-yl-D-norleucyl}-N-(3-chlorobenzyl)-4-[(4S,5S)-4-methyl-5-phenyl-4,5-dihydro-1,3-oxazol-2-yl]piperazine-2-carboxamide